Cl.COC([C@@H](NC(=O)OC(C)(C)C)CN)=O 3-amino-N-(tert-Butoxycarbonyl)-L-alanine methyl ester hydrochloride